O1CCC(CC1)C1=CC=CC(=N1)CC1=NN=C(O1)C1CN(CC12CN(C2)C(=O)OC(C)(C)C)C(=O)C2=CN=CS2 tert-butyl 8-(5-((6-(tetrahydro-2H-pyran-4-yl)pyridin-2-yl)methyl)-1,3,4-oxadiazol-2-yl)-6-(thiazole-5-carbonyl)-2,6-diazaspiro[3.4]octane-2-carboxylate